FC1=C(C=CC=C1C(F)(F)F)[C@@H](C)NC=1C2=C(N=C(N1)C)N=C(C(=C2)C2CCN(CC2)C(C)=O)OC (R)-1-(4-(4-((1-(2-fluoro-3-(trifluoromethyl)phenyl)ethyl)amino)-7-methoxy-2-methylpyrido[2,3-d]pyrimidin-6-yl)piperidin-1-yl)ethan-1-one